(R)-3-((1s,2s)-1-hydroxy-1,2-dihydronaphthalen-2-yl)-2-oxo-3-phenylindoline-1-carboxylic acid tert-butyl ester C(C)(C)(C)OC(=O)N1C([C@@](C2=CC=CC=C12)(C1=CC=CC=C1)[C@H]1[C@@H](C2=CC=CC=C2C=C1)O)=O